C(C)(=O)OCCCCCCCCCC\C=C/C=CCC Z-11,13-hexadecadienyl acetate